C(C=CC=CCCCCCCC=CCCCCC)(=O)N1CCCCC1 1-(2,4,12-octadecatrienoyl)piperidine